CSC1=CC=C(OC2=C(N=NN2)C(=O)O)C=C1 5-(4-(methylthio)phenoxy)-1H-1,2,3-triazole-4-carboxylic acid